CC=1C(=CC=CC1)S(=O)(=O)N=C=O o-toluenesulfonyl isocyanate